4-(azepan-1-yl)-7-(8-ethyl-1-naphthyl)-8-fluoro-2-methylsulfanyl-pyrido[4,3-d]pyrimidine N1(CCCCCC1)C=1C2=C(N=C(N1)SC)C(=C(N=C2)C2=CC=CC1=CC=CC(=C21)CC)F